4'-(5-(4-carboxyphenyl)pyridine-2-yl)-[1,1'-biphenyl]-4-carboxylic acid C(=O)(O)C1=CC=C(C=C1)C=1C=CC(=NC1)C1=CC=C(C=C1)C1=CC=C(C=C1)C(=O)O